C(C)OC(=O)C1=CC=NC=N1 Pyrimidine-6-carboxylic acid ethyl ester